2-[3-[6-[3-(6-isopropyl-2-pyridyl)-1H-pyrazol-4-yl]-1,5-naphthyridin-3-yl]pyrazol-1-yl]-N-methyl-ethanamine C(C)(C)C1=CC=CC(=N1)C1=NNC=C1C=1N=C2C=C(C=NC2=CC1)C1=NN(C=C1)CCNC